C1(=CC=CC=C1)CS(=O)(=O)OC1=C(O[C@@](C1=O)([2H])C1=C(C=C(C=C1)OC)OC)N (S)-2-amino-5-(2,4-dimethoxyphenyl)-4-oxo-4,5-dihydrofuran-3-yl-5-d phenylmethanesulfonate